1-[(3-amino-1-bicyclo[1.1.1]pentanyl)methyl]-4-methyl-5-[[2-[6-(2,2,2-trifluoroethyl)quinazolin-4-yl]-2,7-diazaspiro[3.5]nonan-7-yl]methyl]indole-2-carbonitrile NC12CC(C1)(C2)CN2C(=CC1=C(C(=CC=C21)CN2CCC1(CN(C1)C1=NC=NC3=CC=C(C=C13)CC(F)(F)F)CC2)C)C#N